(S)-4-ethoxy-6-(1-(7-(2-(ethyl(methyl)amino)ethyl)-5-(1-methyl-2-oxo-3-(trifluoromethyl)-1,2-dihydropyridin-4-yl)-1-oxo-3,4-dihydroisoquinolin-2(1H)-yl)ethyl)nicotinonitrile C(C)OC1=CC(=NC=C1C#N)[C@H](C)N1C(C2=CC(=CC(=C2CC1)C1=C(C(N(C=C1)C)=O)C(F)(F)F)CCN(C)CC)=O